NC=1N=CC2=C(N1)N1C(C(=C2)C=2C=C(C=CC2C)NC(=O)C2=NC=CC(=C2)C(F)(F)F)=NCC1 N-(3-(2-amino-8,9-dihydroimidazo[1',2':1,6]pyrido[2,3-d]pyrimidin-6-yl)-4-methylphenyl)-4-(trifluoromethyl)pyridineamide